ClC=1C(=NC=C(C1CC(=O)OC)Cl)C(=O)OC methyl 3,5-dichloro-4-(2-methoxy-2-oxo-ethyl)pyridine-2-carboxylate